(1RS,2SR,5SR,7RS,8SR)-5-methyltricyclo[6.2.1.02,7]undecan-4-one C[C@@H]1C(C[C@H]2[C@@H]3CC[C@H]([C@H]2C1)C3)=O |r|